C(CCC)C(COC(C)=O)CCCCCC 2-((2-butyloctyl)oxy)-2-oxoethane